C(C=C)(=O)OS(=O)(=O)C acryloylmethylsulfonate